(M)-7-(2-chloro-5-methoxy-phenyl)-4-[(2S,5R)-2,5-dimethyl-4-prop-2-enoyl-piperazin-1-yl]-6-fluoro-1-(2-isopropyl-4-methyl-3-pyridyl)pyrido[2,3-d]pyrimidin-2-one ClC1=C(C=C(C=C1)OC)C=1C(=CC2=C(N(C(N=C2N2[C@H](CN([C@@H](C2)C)C(C=C)=O)C)=O)C=2C(=NC=CC2C)C(C)C)N1)F